IC([O-])([O-])[O-] iodo-orthoformate